7-methoxy-1,9-dimethyl-6-(4-((1-methyl-1H-pyrazol-4-yl)sulfonyl)piperazin-1-yl)-9H-pyrido[3,4-b]indole COC1=C(C=C2C3=C(N(C2=C1)C)C(=NC=C3)C)N3CCN(CC3)S(=O)(=O)C=3C=NN(C3)C